2-methylsulfonyl-4-phenoxy-pyrimidine-5-carboxylic acid ethyl ester C(C)OC(=O)C=1C(=NC(=NC1)S(=O)(=O)C)OC1=CC=CC=C1